NC1(CCN(CC1)C1=NC=C(C(=C1C#N)C1=CC(=C(C=C1)C#N)F)C1=CC(=C(C=C1)OC)O)C1=CC=C(C=C1)/C=C/C(=O)OC methyl (E)-3-(4-(4-amino-1-(3-cyano-4-(4-cyano-3-fluorophenyl)-5-(3-hydroxy-4-methoxyphenyl)pyridin-2-yl)piperidin-4-yl)phenyl)acrylate